N1(C=CC=C1)C1=CC=C(C=C1)C1=C(N=C(O1)N1C(N(CC1)CC1=CC(=CC=C1)Cl)=O)C(=O)N (4-(1H-pyrrol-1-yl)phenyl)-2-(3-(3-chlorobenzyl)-2-oxoimidazolidin-1-yl)oxazole-4-carboxamide